(R)-4-isopropyl-2-methyl-1-(4-(4,4,5,5-tetramethyl-1,3,2-dioxaborolan-2-yl)phenyl)piperazine C(C)(C)N1C[C@H](N(CC1)C1=CC=C(C=C1)B1OC(C(O1)(C)C)(C)C)C